sodium (((((1,3-dihydroxy-2-(hydroxymethyl) propan-2-yl)azanediyl)bis(methylene))bis(benzene-5,1,3-triyl))tetrakis(methylene)) tetrakis(phosphonate) P(OCC1=CC(=CC(=C1)CN(CC=1C=C(C=C(C1)COP([O-])=O)COP([O-])=O)C(CO)(CO)CO)COP([O-])=O)([O-])=O.[Na+].[Na+].[Na+].[Na+]